4-(((3-fluoro-3''-(5-(((2-hydroxyethyl)amino)methyl)picolinamido)-5-methoxy-2',2''-dimethyl-[1,1':3',1''-terphenyl]-4-yl)methyl)amino)butanoic acid FC=1C=C(C=C(C1CNCCCC(=O)O)OC)C1=C(C(=CC=C1)C1=C(C(=CC=C1)NC(C1=NC=C(C=C1)CNCCO)=O)C)C